C(C)(CC)NC1=C(C(=NC=C1C#CC=1C=NN(C1)C)N)C1=NC(=NC=C1)C=1C=NN(C1)S(=O)(=O)C1CC1 N4-(sec-Butyl)-M-(2-(1-(cyclopropylsulfonyl)-1H-pyrazol-4-yl)pyrimidin-4-yl)-5-((1-methyl-1H-pyrazol-4-yl)ethynyl)pyridine-2,4-diamine